1-(2-(trifluoromethoxy)phenyl)ethan-1-one FC(OC1=C(C=CC=C1)C(C)=O)(F)F